COC(C1=C(C=CC(=C1)Br)C1CCOCC1)=O 5-bromo-2-(tetrahydro-2H-pyran-4-yl)benzoic acid methyl ester